((2R,3S,4R,5R)-5-(5-AMINO-3-OXO-1,2,4-TRIAZIN-2(3H)-YL)-3,4-DIHYDROXYTETRAHYDROFURAN-2-YL)METHYL L-ISOLEUCINATE N[C@@H]([C@@H](C)CC)C(=O)OC[C@H]1O[C@H]([C@@H]([C@@H]1O)O)N1N=CC(=NC1=O)N